Hydroxylamine hydrochloride salt Cl.NO